C(C=C)OC(\C(=C(/C(=O)OCC=C)\C)\C)=O 2,3-dimethyl-maleic acid diallyl ester